CN(CCCOC1=CC=C(C=C1)B(O)O)C (4-(3-(dimethylamino)propoxy)phenyl)boronic acid